1-monofluorochloroethylene FC(=C)Cl